C[C@@H](CC)NC(O[C@H]1C[C@H](CC1)C1=CC(=NN1)NC(CC1=C(C=CC(=C1)C)S(=O)(=O)C)=O)=O (1R,3S)-3-[3-({[5-methyl-2-(methylsulfonyl)phenyl]acetyl}amino)-1H-pyrazol-5-yl]cyclopentyl (2S)-butan-2-ylcarbamate